(1R,2R)-2-fluoro-N-(3-(6-((R)-1-hydroxybutyl-1-d)-4-methylpyridin-3-yl)-1,6-naphthyridin-7-yl)cyclopropane-1-carboxamide F[C@H]1[C@H](C1)C(=O)NC1=NC=C2C=C(C=NC2=C1)C=1C=NC(=CC1C)[C@](CCC)([2H])O